C(C)OC(=O)C=1C=C(C2=C(N(C=N2)C)C1Br)C1=CC=C(C=C1)OC(F)(F)F 7-bromo-1-methyl-4-(4-(trifluoromethoxy)phenyl)-1H-benzo[d]imidazole-6-carboxylic acid ethyl ester